C(C)N1C(N(C(C(=C1)C(=O)N)=O)C1=CC=C(C=C1)F)=O ethyl-3-(4-fluorophenyl)-2,4-dioxo-1,2,3,4-tetrahydropyrimidine-5-carboxamide